C1(CCCC1)OC=1C=C(C=CC1OC)C1=CC=CC(=N1)C=1CB(OC1)O 4-(6-(3-(cyclopentyloxy)-4-methoxyphenyl)pyridin-2-yl)-1,2-oxaborol-2-ol